(R)-6-chloro-3-((1-(3,6-dimethyl-2-(1-(oxetan-3-yl)-1,4,6,7-tetrahydro-5H-pyrazolo[4,3-c]pyridin-5-yl)-4-oxo-3,4-dihydroquinazolin-8-yl)ethyl)amino)-N-(methylsulfonyl)picolinamide ClC1=CC=C(C(=N1)C(=O)NS(=O)(=O)C)N[C@H](C)C=1C=C(C=C2C(N(C(=NC12)N1CC2=C(CC1)N(N=C2)C2COC2)C)=O)C